N-[(1R,2S)-2-fluorocyclopropyl]-6-{[3-(4-formylpiperidin-1-yl)phenyl]amino}-8-(methylamino)imidazo[1,2-b]pyridazine-3-carboxamide F[C@@H]1[C@@H](C1)NC(=O)C1=CN=C2N1N=C(C=C2NC)NC2=CC(=CC=C2)N2CCC(CC2)C=O